C(C)(C)C1=NN=C2N1N=C(C=C2NC2=NC(=CC=C2)OC)NC(CC)CC 3-isopropyl-N8-(6-methoxypyridin-2-yl)-N6-(pentan-3-yl)-[1,2,4]triazolo[4,3-b]pyridazine-6,8-diamine